tert-butyl 3-methyl-4-[7-(4-methylpiperazin-1-yl)pyrido[3,2-d]pyrimidin-4-yl]piperidine-1-carboxylate CC1CN(CCC1C=1C2=C(N=CN1)C=C(C=N2)N2CCN(CC2)C)C(=O)OC(C)(C)C